3,3-diallylpyrrolidin-2-one C(C=C)C1(C(NCC1)=O)CC=C